N-(4,5-Dimethoxy-2-((4-(2-(((1-methyl-1H-indol-6-yl)methyl)(pyridin-3-ylmethyl)amino)ethyl)phenyl)carbamoyl)phenyl)-4-oxo-4H-chromene-2-carboxamide COC1=CC(=C(C=C1OC)NC(=O)C=1OC2=CC=CC=C2C(C1)=O)C(NC1=CC=C(C=C1)CCN(CC=1C=NC=CC1)CC1=CC=C2C=CN(C2=C1)C)=O